4-((2-(2-(2-(2-aminoethoxy)ethoxy)ethoxy)ethyl)amino)-2-(2,6-dioxopiperidin-3-yl)isoindoline-1,3-dione TFA salt OC(=O)C(F)(F)F.NCCOCCOCCOCCNC1=C2C(N(C(C2=CC=C1)=O)C1C(NC(CC1)=O)=O)=O